2-ethyl-9,10-bis(2-methoxyethoxy)anthracene C(C)C1=CC2=C(C3=CC=CC=C3C(=C2C=C1)OCCOC)OCCOC